cyclopentyl(1-methyl-4,10-dihydrobenzo[b]pyrazolo[3,4-e][1,4]diazepin-5(1H)-yl)methanone C1(CCCC1)C(=O)N1C2=C(NC3=C(C1)C=NN3C)C=CC=C2